cetyl valinate esylate S(=O)(=O)(O)CC.N[C@@H](C(C)C)C(=O)OCCCCCCCCCCCCCCCC